NCC1=CC=C(C=C1)COC1=C(C(=NN1C(=O)C1=COC=C1)C1C(C(N(CC1)CC(=O)N1CCOCC1)=O)C)F 4-(5-{[4-(aminomethyl)phenyl]methoxy}-4-fluoro-1-(furan-3-carbonyl)-1H-pyrazol-3-yl)-3-methyl-1-[2-(morpholin-4-yl)-2-oxoethyl]piperidin-2-one